ClC=1C=C(C2=C(N1)N(C=C2)C2=CC=CC=C2)C=O 6-chloro-1-phenyl-1H-pyrrolo[2,3-b]pyridine-4-carbaldehyde